C(\C=C/C(=O)O)(=O)O.COC(=O)C1=CC=C2CC(NC2=C1)=O 2-oxo-2,3-dihydro-1H-indole-6-carboxylic acid methyl ester maleate